5-Bromo-2-cyanopyridin-3-yl 3-deoxy-3-[4-(4-methylthiazol-2-yl)-1H-1,2,3-triazol-1-yl]-2-O-methyl-1-thio-α-D-galactopyranoside CC=1N=C(SC1)C=1N=NN(C1)[C@@H]1[C@H]([C@@H](SC=2C(=NC=C(C2)Br)C#N)O[C@@H]([C@@H]1O)CO)OC